6-Chloro-1-cyclohexylisoquinoline ClC=1C=C2C=CN=C(C2=CC1)C1CCCCC1